tert-butyl 3-(2-(7-chloro-2-oxo-1,6-naphthyridin-1(2H)-yl)ethyl)azetidine-1-carboxylate Sodium thiomethoxide C[S-].[Na+].ClC1=NC=C2C=CC(N(C2=C1)CCC1CN(C1)C(=O)OC(C)(C)C)=O